(4Z)-2-[(3-Fluoro-1-adamantyl)amino]-4-[(1-methylindazol-5-yl)methylene]-1H-imidazol-5-one FC12CC3(CC(CC(C1)C3)C2)NC=2NC(/C(/N2)=C/C=2C=C3C=NN(C3=CC2)C)=O